1-butyl-2,5-pyrrolidinedicarboxylic acid C(CCC)N1C(CCC1C(=O)O)C(=O)O